(4-(2-(aminomethyl)-7-bromobenzofuran-5-yl)phenyl)(4,4-difluoropiperidin-1-yl)methanone trifluoroacetate FC(C(=O)O)(F)F.NCC=1OC2=C(C1)C=C(C=C2Br)C2=CC=C(C=C2)C(=O)N2CCC(CC2)(F)F